(S)-(6-amino-5-(3-hydroxy-2,6-dimethylphenyl)-5H-pyrrolo[2,3-b]pyrazin-7-yl)(1H-pyrrolo[3,2-b]pyridin-2-yl)methanone NC1=C(C=2C(=NC=CN2)N1C1=C(C(=CC=C1C)O)C)C(=O)C1=CC2=NC=CC=C2N1